C(C)(C)(C)NC1CN(CC1)C=1N=NC(=CN1)C1=C(C=C(C=C1)N1C=NC=C1)O 2-{3-[3-(tert-butylamino)pyrrolidin-1-yl]-1,2,4-triazin-6-yl}-5-(1H-imidazol-1-yl)phenol